6-isopropoxy-N-(pyrazolo[1,5-a]pyrimidin-3-yl)-2-(tetrahydro-2H-pyran-3-yl)-2H-pyrazolo[3,4-b]pyridine-5-carboxamide C(C)(C)OC=1C(=CC=2C(N1)=NN(C2)C2COCCC2)C(=O)NC=2C=NN1C2N=CC=C1